ClC1=NC(=NC(=N1)C1=CC=CC=C1)C=1C=C(C=CC1)C1=NC2=C3N=C(C=CC3=CC=C2C=C1)C1=CC=CC=C1 2-(3-(4-Chloro-6-phenyl-1,3,5-triazin-2-yl)phenyl)-9-phenyl-1,10-phenanthroline